4-methyl-1-(((S)-oxetan-2-yl)methyl)-1H-imidazole-5-carbonitrile CC=1N=CN(C1C#N)C[C@H]1OCC1